(-)-tert-Butyl N-[2-[3-[(R or S)-phenyl(4-piperidyl)methyl]phenoxy]ethyl]carbamate C1(=CC=CC=C1)[C@H](C=1C=C(OCCNC(OC(C)(C)C)=O)C=CC1)C1CCNCC1 |o1:6|